C1(=NC=CC2=CC=CC=C12)\C(\C)=N\[S@](=O)C(C)(C)C (R,E)-N-(1-(isoquinolin-1-yl)ethylidene)-2-methyl-propane-2-sulfinamide